(Z)-2-(amino(1-methyl-1H-pyrazol-4-yl)methylene)-4-chloro-3-oxobutanoic acid ethyl ester C(C)OC(\C(\C(CCl)=O)=C(\C=1C=NN(C1)C)/N)=O